piperidine-3-carboxylic acid dimethylamide CN(C(=O)C1CNCCC1)C